2-[(1S,2S)-2-(4,4,5,5-tetramethyl-1,3,2-dioxaborolan-2-yl)cyclopropyl]-5-(trifluoromethyl)pyridine CC1(OB(OC1(C)C)[C@@H]1[C@H](C1)C1=NC=C(C=C1)C(F)(F)F)C